FC(C1=C(C=CC(=C1)C(F)(F)F)C1CCC2=C(N(C1=O)CC#C)C=CC(=C2)F)(F)F 3-(2,4-bis(trifluoromethyl)phenyl)-7-fluoro-1-(prop-2-ynyl)-4,5-dihydro-1H-benzo[b]azepin-2(3H)-one